N[C@H]1COC2=C1C=CC(=C2)C2=CC=1N3[C@H]4C=5C(=CC=CC5C(N[C@@H](C3=NC1C=C2)C4)=O)OC(F)F (1R,11R)-5-[(3R)-3-amino-2,3-dihydro-1-benzofuran-6-yl]-18-(difluoromethoxy)-2,9,12-triazapentacyclo[9.8.1.0^{2,10}.0^{3,8}.0^{14,19}]icosa-3(8),4,6,9,14(19),15,17-heptaen-13-one